ClC1=C(C=NC(=C1)C(CCC)O)C1=NC=C2C=C(N=CC2=C1)C1(CC1)C(=O)N (7-(4-chloro-6-(1-hydroxybutyl)pyridin-3-yl)-2,6-naphthyridin-3-yl)cyclopropanecarboxamide